N,N-diethyl-3-iodoaniline C(C)N(C1=CC(=CC=C1)I)CC